tert-butyl 2-(methoxymethyl)-4-(7-(((R)-1-methoxypropan-2-yl)carbamoyl)-5-((2-(trimethylsilyl)ethoxy)methyl)-5H-pyrrolo[2,3-b]pyrazin-2-yl)-2-methylpiperazine-1-carboxylate COCC1(N(CCN(C1)C=1N=C2C(=NC1)N(C=C2C(N[C@@H](COC)C)=O)COCC[Si](C)(C)C)C(=O)OC(C)(C)C)C